Antimony(V) chloride [Sb](Cl)(Cl)(Cl)(Cl)Cl